sodium oxalate (Oxalate) C(C(=O)O)(=O)[O-].C(C(=O)O)(=O)O.[Na+]